C1(CCCCC1)C1=C(C=CC=C1)C1(CN(C1)C(CC(C(=O)O)(C)C)=O)C(NC=1C(=NC(=CC1)C)OC(F)F)=O 4-(3-(2-cyclohexylphenyl)-3-((2-(difluoromethoxy)-6-methylpyridin-3-yl)carbamoyl)azetidin-1-yl)-2,2-dimethyl-4-oxobutanoic acid